6-Methyl-N-[(3S)-pyrrolidin-3-yl]-5-[5-(trifluoromethyl)-1,2,4-oxadiazol-3-yl]pyridin-2-amine, dihydrochloride Cl.Cl.CC1=C(C=CC(=N1)N[C@@H]1CNCC1)C1=NOC(=N1)C(F)(F)F